CC1(C2C3C4C=CC(C3C(C1)C2)C4)CCCC(=O)O 8-methyl-8-carboxyn-propyltetracyclo[4.4.0.12,5.17,10]-3-dodecene